(2,2-dimethyltetrahydro-2H-pyran-4-yl) methylsulfonate CS(=O)(=O)OC1CC(OCC1)(C)C